C1=CC=CC2=C1C=CC=CC2N 5H-benzo[7]annulen-5-amine